(5,1',1',5'')terisobenzofuran-1,3,3',1'',3''-pentaone C1=CC=C2C(=C1)C(=O)OC2(C3=CC4=C(C=C3)C(=O)OC4=O)C5=CC6=C(C=C5)C(=O)OC6=O